C(C)C1=C(C=CC=C1)C=1OC(=C(N1)CN[C@H]1[C@@H]([C@@H]2C([C@H](C1)C2)(C)C)C)C (1R,2R,3R,5S)-N-((2-(2-Ethylphenyl)-5-methyloxazol-4-yl)methyl)-2,6,6-trimethylbicyclo[3.1.1]heptan-3-amine